C(C)(C)(C)OC(=O)NCC1=NC=C2C=CC(=NC2=C1)C1=C(C(=CC(=N1)N1CCN(C2(CC2)C1)C(=O)OC(C)(C)C)F)Cl tert-butyl 7-(6-(7-(((tert-butoxycarbonyl)amino)methyl)-1,6-naphthyridin-2-yl)-5-chloro-4-fluoropyridin-2-yl)-4,7-diazaspiro[2.5]octane-4-carboxylate